(1-Aminocyclopropyl)(3-(4-(2-(2,6-dichlorophenyl)-3-methylimidazo[2,1-f][1,6]naphthyridin-9-yl)-1H-pyrazol-1-yl)azetidin-1-yl)methanone NC1(CC1)C(=O)N1CC(C1)N1N=CC(=C1)C=1C=NC=2C=CN3C(C2C1)=NC(=C3C)C3=C(C=CC=C3Cl)Cl